NCC(C[Si](OCCCCCCCCCCCCCCCC)(OCCCCCCCCCCCCCCCC)OCCCCCCCCCCCCCCCC)C 3-amino-2-methylpropyl-(tri-hexadecyloxy-silane)